[Si](C)(C)(C(C)(C)C)OC1CN(CC1)CCCl 3-[(tert-butyldimethylsilyl)oxy]-1-(2-chloroethyl)pyrrolidine